CC1=CC(=NO1)C(=O)N1C[C@H](CC1)NC1=NC=CC2=CC=C(C=C12)C1=NOC(=N1)C (5-Methylisoxazol-3-yl)-[(3S)-3-[[7-(5-methyl-1,2,4-oxadiazol-3-yl)-1-isoquinolyl]amino]pyrrolidin-1-yl]methanone